BrC=1C=CC(=C(C1)CC(=O)O)Cl 2-(5-bromo-2-chlorophenyl)acetic acid